C([O-])(O)=O.[S+2].C([O-])(O)=O sulfur bicarbonate